(3S)-3-((5-(3-(3-((2-carboxypropane-2-yl)oxy)phenyl)piperidine-1-carbonyl)-3',4'-difluoro-[1,1'-biphenyl]-2-yl)oxy)pyrrolidine C(=O)(O)C(C)(C)OC=1C=C(C=CC1)C1CN(CCC1)C(=O)C=1C=CC(=C(C1)C1=CC(=C(C=C1)F)F)O[C@@H]1CNCC1